FC1=C(C=CC=C1F)C=1C(N(C(N(C1)CC(=O)N1CCC(CC1)N1C(NC2=C(CC1)C=C(C=C2)OC)=O)=O)[C@H](COC)C)=O 5-(2,3-difluoro-phenyl)-3-((S)-2-methoxy-1-methyl-ethyl)-1-{2-[4-(7-methoxy-2-oxo-1,2,4,5-tetrahydro-benzo[d][1,3]diazepin-3-yl)-piperidin-1-yl]-2-oxo-ethyl}-1H-pyrimidine-2,4-dione